2,3,4-O-trisnonoyl-erythritol C(CCCCCCCC)(=O)[C@@](CO)(O)[C@](O)(COC(CCCCCCCC)=O)C(CCCCCCCC)=O